3-(bromodifluoromethyl)-4,6-difluoro-7-(4-propylphenyl)dibenzo[B,d]furan BrC(C=1C=CC2=C(OC3=C2C=CC(=C3F)C3=CC=C(C=C3)CCC)C1F)(F)F